8-(6-tert-butyl-5-fluoropyridin-3-yl)-6-imino-2H,3H,4H,6H-pyrimido[2,1-b][1,3]thiazine-7-carbonitrile C(C)(C)(C)C1=C(C=C(C=N1)C=1N=C2SCCCN2C(C1C#N)=N)F